CCCCC/C=C/CCCCCCC/C=C/CC 12-octadecadien